Tert-butyl (3R)-4-(4-bromo-2-fluoro-3-methylbenzoyl)-3-(hydroxymethyl)piperazine-1-carboxylate BrC1=C(C(=C(C(=O)N2[C@H](CN(CC2)C(=O)OC(C)(C)C)CO)C=C1)F)C